O=C1NC(CCC1N1C(C2=CC=CC(=C2C1=O)SCCCCCCCCC(=O)O)=O)=O 9-((2-(2,6-dioxopiperidin-3-yl)-1,3-dioxoisoindolin-4-yl)thio)nonanoic acid